CC=1N=C2N(N=C(C=C2C)C=2N=C3N(C(C2)=O)C=C(C=C3)[C@@H]3CCN(C2(CC2)C3)C(=O)OC(C)(C)C)C1 |r| rac-tert-butyl 7-[2-(2,8-dimethylimidazo[1,2-b]pyridazin-6-yl)-4-oxo-pyrido[1,2-a]pyrimidin-7-yl]-4-azaspiro[2.5]octane-4-carboxylate